(Z)-2-cyano-3-ethoxy-prop-2-enoic acid ethyl ester C(C)OC(\C(=C/OCC)\C#N)=O